C(C)(C)(C)C1=C(C(=C(C=C1)O)C)C(C)(C)C di-tert-butyl-methyl-phenol